(2S,4R)-1-((S)-2-(2-bromoacetamido)-3,3-dimethylbutanoyl)-4-hydroxy-N-((S)-1-(4-(4-methylthiazol-5-yl)phenyl)ethyl)pyrrolidine-2-carboxamide BrCC(=O)N[C@H](C(=O)N1[C@@H](C[C@H](C1)O)C(=O)N[C@@H](C)C1=CC=C(C=C1)C1=C(N=CS1)C)C(C)(C)C